(1aR,5aR)-2-(2,4-Difluoro-phenyl)-1a,2,5,5a-tetrahydro-1H-2,3-diaza-cyclopropa[a]pentalene-4-carboxylic acid [1-(2-methoxy-ethyl)-piperidin-4-yl]amide COCCN1CCC(CC1)NC(=O)C=1C=2C[C@@H]3[C@H](C2N(N1)C1=C(C=C(C=C1)F)F)C3